C(C=C)(=O)O.C(CCC(=O)O)(=O)O succinic acid acrylate